12-(4-(4-oxo-cyclohexyl)phenoxy)dodecyl alcohol O=C1CCC(CC1)C1=CC=C(OCCCCCCCCCCCCO)C=C1